N1(CCCCC1)C[C@H](N)C(=O)O 3-(1-piperidinyl)alanine